COC(=O)C1=CC2=C(N(C(=N2)C=2N3CCN(C4=CC=CC(C2)=C34)CCCO)OCCCO)C(=C1)OC 1-(3-hydroxypropoxy)-2-[9-(3-hydroxypropyl)-1,9-diazatricyclo[6.3.1.04,12]dodeca-2,4(12),5,7-tetraen-2-yl]-7-methoxy-benzimidazole-5-carboxylic acid methyl ester